C1(CC1)C1=C(C(=NO1)C1=C(C=CC=C1Cl)Cl)COC1CN(C1)C1=CC=C(/C(/N)=N/O)C=C1 (Z)-4-(3-((5-cyclopropyl-3-(2,6-dichlorophenyl)isoxazol-4-yl)methoxy)azetidin-1-yl)-N'-hydroxybenzimidamide